4-(5-((2-(5-Fluoroindolin-1-yl)-2-oxoethyl)thio)-1H-tetrazol-1-yl)benzoic acid FC=1C=C2CCN(C2=CC1)C(CSC1=NN=NN1C1=CC=C(C(=O)O)C=C1)=O